N,N'-bis(3,5-di-tert-butylsalicyl)-1,2-cyclohexanediamine cobalt (III) chloride [Co](Cl)(Cl)Cl.C(C)(C)(C)C1=C(C(CNC2C(CCCC2)NCC=2C(O)=C(C=C(C2)C(C)(C)C)C(C)(C)C)=CC(=C1)C(C)(C)C)O